FC(C1=NN=C(O1)C1=CC=C(CNC(OC(C)(C)C)=O)C=C1)(F)F tert-butyl (4-(5-(trifluoromethyl)-1,3,4-oxadiazol-2-yl)benzyl)carbamate